1-(10-bromoanthracen-9-yl-1,2,3,4,5,6,7,8-d8)naphtho[2,3-b]benzofuran BrC1=C2C(=C(C(=C(C2=C(C2=C(C(=C(C(=C12)[2H])[2H])[2H])[2H])C1=CC=CC2=C1C1=C(O2)C=C2C=CC=CC2=C1)[2H])[2H])[2H])[2H]